C(CCCCCCC)C(CCCCCCCC)OC(CCCCCCCOC(=O)[C@H]1N(C[C@@H](C1)N1N=NC(=C1)CN(C)C)CCCCCC(OCCCCCCCCCCC)=O)=O (2s,4r)-4-[4-[(dimethylamino)methyl]triazol-1-yl]-1-(6-oxo-6-undec-oxy-hexyl)pyrrolidine-2-carboxylic acid [8-(1-octylnonyloxy)-8-oxo-octyl] ester